imidazole-2-onecarboxamide N=1C(N=C(C1)C(=O)N)=O